C1(CC1)N(C(=O)C=1C=CC2=C(OCC(N2)=O)C1)CC1=CC(=C(C(=O)NC2=CC=C(C(=O)O)C=C2)C=C1)F 4-(4-((N-cyclopropyl-3-oxo-3,4-dihydro-2H-benzo[b][1,4]oxazine-7-carboxamido)methyl)-2-fluorobenzamido)benzoic acid